(trifluoromethyl)pent-2-eneN FC(F)(F)CC=CC=C